1-Methyl-6-[5-((S)-1-propionyl-piperidin-3-yloxy)-pyridin-3-yl]-3,4-dihydro-1H-quinolin-2-one CN1C(CCC2=CC(=CC=C12)C=1C=NC=C(C1)O[C@@H]1CN(CCC1)C(CC)=O)=O